NCCCCCC1=CC=CC=C1 2-(5-amino-pentyl)-benzol